C(CC)OC(CCCCCCCCC/C=C/C=C)OCCC (3E)-14,14-dipropoxy-1,3-tetradecadiene